1-(3-(methoxymethyl)-4-nitrophenyl)-4-methylpiperazine COCC=1C=C(C=CC1[N+](=O)[O-])N1CCN(CC1)C